2-[(4-{N-[(7S)-4-fluorobicyclo[4.2.0]octa-1,3,5-trien-7-yl]-N'-hydroxycarbamimidoyl}-1,2,5-oxadiazol-3-yl)oxy]-N-[(2R)-2-hydroxypropyl]acetamid FC1=CC=C2C[C@@H](C2=C1)NC(=NO)C=1C(=NON1)OCC(=O)NC[C@@H](C)O